(E)-4-(2-(1-(6-(2,4-dimethyl-1H-imidazol-1-yl)pyridin-3-yl)ethylidene)hydrazineyl)quinazoline CC=1N(C=C(N1)C)C1=CC=C(C=N1)\C(\C)=N\NC1=NC=NC2=CC=CC=C12